NC1=NC=NN2C1=CC=C2[C@@]2(O[C@H](CC2)CO[P@@](=O)(OC2=CC=CC=C2)N[C@H](C(=O)OC2CCCC2)CC(=O)OC2CCCC2)C#N (2R,3R,4R,5R)-2-(4-aminopyrrolo[2,1-f][1,2,4]triazine-7-yl)-2-cyano-5-((((R)-(((S)-1,4-diCyclopentyloxy-1,4-dioxobutan-2-yl)amino)(phenoxy)phosphoryl)oxy)methyl)tetrahydrofuran